2-[6-(1,7-diazaspiro[3.5]non-1-yl)[1,3]thiazolo[4,5-c]pyridazin-3-yl]-5-(1H-pyrazol-4-yl)phenol N1(CCC12CCNCC2)C=2SC1=C(N=NC(=C1)C1=C(C=C(C=C1)C=1C=NNC1)O)N2